CC1=CC=C(C(=C1)C)C 2,4,5-trimethylbenzene